C([O-])([O-])=O.[K+].BrC1=C(C=C(C=C1)OCCCCCCCCCCCC)C1=C(C(=CC(=C1)C(C)(C)C)C12CC3CC(CC(C1)C3)C2)OCOC.[K+] 1-(2'-bromo-5-(tert-butyl)-5'-(dodecyloxy)-2-(methoxymethoxy)-[1,1'-biphenyl]-3-yl)adamantane Potassium carbonate